C1(=CC=CC=C1)C(N)=S benzenecarbothioamide